D-guluronic acid O=C[C@H](O)[C@H](O)[C@@H](O)[C@H](O)C(=O)O